FC=1C=CC=C2C=C(C=NC12)NC(C(CC1=CC=CC=C1)(C)OC)=O N-(8-fluoro-3-quinolyl)-2-methoxy-2-methyl-3-phenyl-propanamide